(S)-N-(2-benzoyl-4-chlorophenyl)-1-(3,4-dichlorobenzyl)-2-bromopyrrole-2-carboxamide C(C1=CC=CC=C1)(=O)C1=C(C=CC(=C1)Cl)NC(=O)[C@@]1(N(C=CC1)CC1=CC(=C(C=C1)Cl)Cl)Br